chloro-3-(((1R)-1-(2-cyano-7-methyl-3-(3-(2-oxopiperidin-1-yl)-8-azabicyclo[3.2.1]octan-8-yl)quinoxalin-5-yl)ethyl)amino)picolinic acid ClC1=C(C(=NC=C1)C(=O)O)N[C@H](C)C1=C2N=C(C(=NC2=CC(=C1)C)C#N)N1C2CC(CC1CC2)N2C(CCCC2)=O